(S)-4-(2-(benzyloxy)-1-methyl-1H-imidazol-4-yl)-N-(2-chloro-6-fluorophenyl)-5-fluoro-2-((1,1,1-trifluoropropan-2-yl)oxy)benzamide C(C1=CC=CC=C1)OC=1N(C=C(N1)C1=CC(=C(C(=O)NC2=C(C=CC=C2F)Cl)C=C1F)O[C@H](C(F)(F)F)C)C